[N+](=O)(O[C@@H]1[C@H](O[C@H]([C@@H]1O[Si](C)(C)C(C)(C)C)N1C(NC(C=C1)=O)=O)CO[Si](C)(C)C(C)(C)C)[O-] (2R,3R,4R,5R)-4-((tert-butyldimethylsilyl)oxy)-2-(((tert-butyldimethylsilyl)oxy)methyl)-5-(2,4-dioxo-3,4-dihydropyrimidin-1(2H)-yl)tetrahydrofuran-3-yl nitrate